COC1=CC=C(C=C1)C(=C(C2=CC=C(C=C2)OC)Cl)C3=CC=C(C=C3)OC The molecule is a chloroalkene. It has a role as an estrogen receptor modulator, an antineoplastic agent and a xenoestrogen. It derives from a hydride of a stilbene.